FC(C1=C(C=CC(=C1)C(F)(F)F)CCN1N=CC(=C1)N)(F)F 1-[(2,4-bis(trifluoromethyl)phenyl)ethyl]-1H-pyrazol-4-amine